(1-oxo-5-(((S)-piperidin-2-yl)methoxy)isoindolin-2-yl)piperidine-2,6-dione O=C1N(CC2=CC(=CC=C12)OC[C@H]1NCCCC1)N1C(CCCC1=O)=O